2-(4-methoxybenzyl)phenyl 6-O-propionyl-β-D-glucopyranoside C(CC)(=O)OC[C@@H]1[C@H]([C@@H]([C@H]([C@H](OC2=C(C=CC=C2)CC2=CC=C(C=C2)OC)O1)O)O)O